FC1=C(C2=C(N(C=N2)C/C=C/[C@H]2NCCC[C@@H]2O)C=C1)C (2R,3S)-2-((E)-3-(5-fluoro-4-methyl-1H-benzo[d]imidazol-1-yl)prop-1-enyl)piperidin-3-ol